O=C1NC(CCC1N1C(C2=CC=C(C=C2C1)CNC(CC12CC(C1)(C2)C(=O)N2CCC(CC2)N2N=CC(=C2)C2=NC1=CC=CC=C1N=C2)=O)=O)=O N-((2-(2,6-dioxopiperidin-3-yl)-1-oxoisoindolin-5-yl)methyl)-2-(3-(4-(4-(quinoxalin-2-yl)-1H-pyrazol-1-yl)piperidine-1-carbonyl)bicyclo[1.1.1]pentan-1-yl)acetamide